[2-(3-ethylsulfonyl-2-pyridinyl)-1,3-benzoxazol-5-yl]-oxo-(2,2,2-trifluoroethylimino)-(trifluoromethyl)-lambda6-Sulfane C(C)S(=O)(=O)C=1C(=NC=CC1)C=1OC2=C(N1)C=C(C=C2)S(C(F)(F)F)(=NCC(F)(F)F)=O